FC(C1=NN(C(=C1)C(F)F)CC(=O)N1CCC(CC1)C=1SC=C(N1)C1=NOC(C1)C1=C(C=CC=C1Cl)CS(=O)(=O)O)F.CN(C1=CC=NC=C1)C 4-(dimethylamino)pyridine 2-{3-[2-(1-{[3,5-bis(difluoromethyl)-1H-pyrazol-1-yl]acetyl}piperidin-4-yl)-1,3-thiazol-4-yl]-4,5-dihydro-1,2-oxazol-5-yl}-3-chlorophenyl-methanesulfonate